4-fluoro-5-(4-(morpholinomethyl)thiazol-2-yl)-2-(cis-3,4,5-trimethylpiperazin-1-yl)aniline FC1=CC(=C(N)C=C1C=1SC=C(N1)CN1CCOCC1)N1C[C@H](N([C@H](C1)C)C)C